1-((3-((2,4-difluorobenzyl)oxy)adamantan-1-yl)glycyl)pyrrolidine-2-carbonitrile FC1=C(COC23CC4(CC(CC(C2)C4)C3)NCC(=O)N3C(CCC3)C#N)C=CC(=C1)F